C(C=C)NCCC[Si](OC)(OC)OC N-Prop-2-enyl-3-trimethoxysilylpropan-1-amine